3-methyl-((2-(dimethylamino)ethyl)sulfamoyl)-1-(1,2,3,5,6,7-hexahydro-s-indacen-4-yl)urea, potassium salt [K].CNC(N(C1=C2CCCC2=CC=2CCCC12)S(NCCN(C)C)(=O)=O)=O